(+/-)-1-benzyl-N5-(((trans)-3-hydroxycyclopentyl)methyl)-N3-methyl-2-oxo-1,2-dihydropyridine-3,5-dicarboxamide C(C1=CC=CC=C1)N1C(C(=CC(=C1)C(=O)NC[C@@H]1C[C@H](CC1)O)C(=O)NC)=O |r|